ClC=1C=C2C(=CC(=NC2=CC1)C)C(=O)NCC(=O)N1[C@H]2C[C@H]2C[C@H]1C#N 6-chloro-N-(2-((1s,3s,5s)-3-cyano-2-azabicyclo[3.1.0]hex-2-yl)-2-oxoethyl)-2-methylquinoline-4-carboxamide